NCC#CC1=CC=C(C=N1)C1=CC=C(O1)C(=O)NCCCCNC(C[C@H]1C=2N(C3=C(C(=N1)C1=CC=C(C=C1)Cl)C(=C(S3)C)C)C(=NN2)C)=O (S)-5-(6-(3-aminoprop-1-yn-1-yl)pyridin-3-yl)-N-(4-(2-(4-(4-chlorophenyl)-2,3,9-trimethyl-6H-thieno[3,2-f][1,2,4]triazolo[4,3-a][1,4]diazepin-6-yl)acetamido)butyl)furan-2-carboxamide